3-((2-methylindolin-1-yl)sulfonyl)-N-(quinolin-5-yl)benzamide CC1N(C2=CC=CC=C2C1)S(=O)(=O)C=1C=C(C(=O)NC2=C3C=CC=NC3=CC=C2)C=CC1